1,2-ethanediylbis(oxy)bismethanol C(COCO)OCO